4-((R)-7-(4-bromo-3-(trifluoromethyl)benzoyl)-2-((R*)-1-hydroxy-2-methylpropyl)-6-methyl-4-oxo-5,6,7,8-tetrahydropyrido[3,4-d]-pyrimidin-3(4H)-yl)-N-methylbenzamide BrC1=C(C=C(C(=O)N2CC=3N=C(N(C(C3C[C@H]2C)=O)C2=CC=C(C(=O)NC)C=C2)[C@@H](C(C)C)O)C=C1)C(F)(F)F |o1:29|